2-(5-bromo-2-methylphenyl)-4,4,5,5-tetramethyl-1,3,2-dioxaborolane BrC=1C=CC(=C(C1)B1OC(C(O1)(C)C)(C)C)C